Cl.Cl.Cl.CN1CCC(CC1)NC=1N=NC(=CN1)C1=C(C=C(C=C1)C=1C=NNC1)O 2-{3-[(1-methylpiperidin-4-yl)amino]-1,2,4-triazin-6-yl}-5-(1H-pyrazol-4-yl)phenol tri-hydrochloride